C(C)(C)(C)OOC1(CC(CC(C1)C)(C)C)OOC(C)(C)C 1,1-di-(tert-butylperoxy)-3,3,5-trimethyl-cyclohexane